ClC=1C=C2C(=C(C(=CC2=CC1Cl)O)C1=CC=CC=C1)C1=CC=CC=C1 6,7-dichloro-3,4-diphenyl-2-naphthol